NC=1C=2N(C=CN1)C(=NC2C2=C(C=C(C(=O)NC1=NC=CC(=C1)C(F)(F)F)C=C2)OCC)[C@@H]2CC[C@@H]1N(C([C@H]3N(C1)CCC3)=O)C2 4-{8-Amino-3-[(5aS,8R,11aS)-11-oxodecahydro-1H-pyrido[1,2-a]pyrrolo[1,2-d]pyrazin-8-yl]imidazo[1,5-a]pyrazin-1-yl}-3-ethoxy-N-[4-(trifluoromethyl)pyridin-2-yl]benzamid